C(C1=CC=CC=C1)N1C(NC(C(=C1)F)=O)=O 1-Benzyl-5-fluoropyrimidine-2,4(1H,3H)-dione